1-(2,6-dioxopiperidin-3-yl)-3-methyl-1H-indazol-6-yl sulfurofluoridate S(OC1=CC=C2C(=NN(C2=C1)C1C(NC(CC1)=O)=O)C)(=O)(=O)F